dihydroindole-2-carboxylic acid N1C(CC2=CC=CC=C12)C(=O)O